5-(dimethylphosphoryl)-N,N-dimethyl-2-(prop-2-yn-1-ylamino)benzamide CP(=O)(C)C=1C=CC(=C(C(=O)N(C)C)C1)NCC#C